COC(=O)C1(CCC2(C(=CC3=CC=C(C=C23)C2OCCCO2)C[C@H](CO)C)CC1)NC1=CC(=CC=C1)Cl (1R,4R)-4-(3-Chloroanilino)-6'-(1,3-dioxan-2-yl)-2'-[(2R)-3-hydroxy-2-methylpropyl]spiro[cyclohexane-1,1'-indene]-4-carboxylic acid methyl ester